C(C)(C)(C)C1=CC=C(C=C1)N1C(=NC2=C1C1=CC=C(C=C1C=1C=C(C=CC12)C1=CC=NC=C1)C1=CC=NC=C1)C1=CC=NC=C1 1-[4-(tert-butyl)phenyl]-2,6,9-tris(pyridin-4-yl)-1H-phenanthro[9,10-d]imidazole